1-{3-[3-(3,4-dimethylphenyl)-8-methoxy-1H-pyrazolo[4,3-c]quinolin-1-yl]phenyl}-N,N-dimethylpiperidin-4-amine CC=1C=C(C=CC1C)C1=NN(C2=C1C=NC=1C=CC(=CC21)OC)C=2C=C(C=CC2)N2CCC(CC2)N(C)C